COC=1C=C(C=C(C1OC)OC)N=[N+]=[N-] 3,4,5-trimethoxyphenyl azide